2-(2,2,6,6-tetrafluoromorpholino)-N-((2-(trifluoromethyl)pyridin-3-yl)methyl)pyrido[2,3-d]pyrimidin-4-amine FC1(OC(CN(C1)C=1N=C(C2=C(N1)N=CC=C2)NCC=2C(=NC=CC2)C(F)(F)F)(F)F)F